Hexane HCl Cl.CCCCCC